ClC=1C2=C(N=C(N1)N1[C@@H](COCC1)C)N(CC2)C(=O)NCC2CC2 (R)-4-chloro-N-(cyclopropylmethyl)-2-(3-methylmorpholinyl)-5H-pyrrolo[2,3-d]pyrimidine-7(6H)-carboxamide